3-methyl-piperidine-1-carboxylate CC1CN(CCC1)C(=O)[O-]